methyl (S)-2-(1-aminoethyl)-3-chloro-5-fluorobenzofuran-7-carboxylate TFA salt OC(=O)C(F)(F)F.N[C@@H](C)C=1OC2=C(C1Cl)C=C(C=C2C(=O)OC)F